C1(CC1)C=1C=C(C=C(C1)OC)C1CCC2(CN(C2)C(=O)C2CC(C2)(C)O)CC1 (7-(3-cyclopropyl-5-methoxyphenyl)-2-azaspiro[3.5]non-2-yl)((1s,3s)-3-hydroxy-3-methylcyclobutyl)methanone